FC(F)(F)C(C)(O)C1=CC=CC=C1 trifluoromethylphenyl-1-ethanol